o-pyrazolyl-phenylpyryl alcohol N1N=C(C=C1)C1OC=CC(=C1O)C1=CC=CC=C1